ClC=1C=C(C(=NC1)OC(F)F)C=1N(C(=NN1)C1=C(C#N)C=CC=C1)C 2-(5-(5-chloro-2-(difluoromethoxy)pyridin-3-yl)-4-methyl-4H-1,2,4-triazol-3-yl)benzonitrile